ISONONANOL C(CCCCCC(C)C)O